Cl.Cl.C(C)(C)C=1SC(=C(N1)C)C1=CC2=C(O[C@@H](CN2)[C@@H](C2=CC=CC=C2)NCCC2=CC=C(C#N)C=C2)N=C1 4-(2-(((R)-((S)-7-(2-isopropyl-4-methylthiazol-5-yl)-2,3-dihydro-1H-pyrido[2,3-b][1,4]oxazin-3-yl)(phenyl)methyl)amino)ethyl)benzonitrile dihydrochloride